C(=C)C1=C(C)C=CC=C1 2-Vinyl-toluene